1,2-propanediol bis(2-mercaptoisobutyrate) SC(C(=O)OCC(C)OC(C(C)(C)S)=O)(C)C